5-cyclopropyl-4-methylpyridin-2(1H)-one C1(CC1)C=1C(=CC(NC1)=O)C